FC1=C(C=CC=C1)C1=NC=CC(=C1)C1(NC=NC(=C1)NC1=C(C=C(C(=C1)C)N1CCC(CC1)N1CCN(CC1)C)OCC(F)(F)F)N 4-(2-(2-fluorophenyl)pyridin-4-yl)-N6-(5-Methyl-4-(4-(4-methylpiperazin-1-yl)piperidin-1-yl)-2-(2,2,2-trifluoroethoxy)phenyl)pyrimidine-4,6-Diamine